C(#N)C1=CC=C(C=C1)NC1=NC=C(C(=N1)NC1=C(C(=CC=C1)C1=NN(C=N1)C)OC)C(=O)OC Methyl 2-((4-cyanophenyl) amino)-4-((2-methoxy-3-(1-methyl-1H-1,2,4-triazol-3-yl) phenyl) amino)pyrimidine-5-carboxylate